4-((1S,2R)-2-(cyclobutylamino)cyclopropyl)-N-(5-methyl-1,3,4-thiadiazol-2-yl)thiophene-2-carboxamide Phosphate P(=O)(O)(O)O.C1(CCC1)N[C@H]1[C@@H](C1)C=1C=C(SC1)C(=O)NC=1SC(=NN1)C